C1CCCC2=CC(=CC=C12)C#N tetralin-6-carbonitrile